NC(CO)C1=CC=C(C=C1)Cl 2-amino-2-(4-chlorophenyl)ethan-1-ol